(2-Amino-2-oxo-ethyl)-[2-[4-[4-[[5-(2,3-difluoro-4-methoxy-phenyl)-1-methyl-imidazole-2-carbonyl]amino]-2-methyl-benzoyl]piperazin-1-yl]-2-oxo-ethyl]-dimethyl-ammonium NC(C[N+](C)(C)CC(=O)N1CCN(CC1)C(C1=C(C=C(C=C1)NC(=O)C=1N(C(=CN1)C1=C(C(=C(C=C1)OC)F)F)C)C)=O)=O